C(=C)(C)NC=O N-isopropenylformamide